FC1(CCN(CC1)CCCOC1=CC=C(C=N1)C1=C(C=C2N=CC=3N(CN4C5(COC1=C2C34)CCC5)C)F)F 7'-(6-(3-(4,4-difluoropiperidin-1-yl)propoxy)pyridin-3-yl)-6'-fluoro-2'-methyl-9'H-8'-oxa-2',4',10a'-triazaspiro[cyclobutane-1,10'-naphtho[2,1,8-cde]azulen]